C(C)(=O)NC=1C(=CC(=C(C1)C1=CC(=C(C=C1)F)Cl)I)C(=O)OC Methyl 5-acetamido-3'-chloro-4'-fluoro-2-iodo-[1,1'-biphenyl]-4-carboxylate